1-(5-((2,6-dimethylmorpholino)methyl)furan-2-yl)-2-ethoxyprop-2-en CC1OC(CN(C1)CC1=CC=C(O1)CC(=C)OCC)C